N-((1H-pyrazol-4-yl)Methyl)-8-fluoro-7-(8-fluoronaphthalen-1-yl)-2-((hexahydro-1H-pyrrolizin-7a-yl)methoxy)pyrido[4,3-d]Pyrimidin-4-amine N1N=CC(=C1)CNC=1C2=C(N=C(N1)OCC13CCCN3CCC1)C(=C(N=C2)C2=CC=CC1=CC=CC(=C21)F)F